ClC=1C(=CC(=NC1)N1[C@H](CN(CC1)CCC(F)(F)F)C)N (S)-5-chloro-2-(2-methyl-4-(3,3,3-trifluoropropyl)piperazin-1-yl)pyridin-4-amine